(R)-2-(4-([1,4'-bipiperidin]-3-ylamino)-5,7-dihydrofuro[3,4-d]pyridazin-1-yl)-5-(trifluoromethyl)phenol N1(C[C@@H](CCC1)NC=1C2=C(C(=NN1)C1=C(C=C(C=C1)C(F)(F)F)O)COC2)C2CCNCC2